NC=1N=C(SC1C(C1=CC=C(C=C1)O)=O)N(C1=CC(=C(C=C1)F)F)[C@H](C(=O)N)C (S)-2-(N-[4-Amino-5-(4-hydroxybenzoyl)thiazol-2-yl]-3,4-difluoroanilino)propanamid